N1C=CC=2C1=CN=C(C2)C2CCN(CC2)S(=O)(=O)C=2C=C1C=CC=NC1=CC2 6-((4-(1H-pyrrolo[2,3-c]pyridin-5-yl)piperidin-1-yl)sulfonyl)quinoline